FC1=C(C(=CC=C1)C)C1=NC=CC2=C1CN(C2=O)C2=NC(=CC(=C2)C)N2CCNCC2 4-(2-fluoro-6-methylphenyl)-2-(4-methyl-6-(piperazin-1-yl)pyridin-2-yl)-2,3-dihydro-1H-pyrrolo[3,4-c]pyridin-1-one